COC(=O)C=1C=C2C(=NN(C2=CC1)C1OCCCC1)Br 3-bromo-1-(tetrahydro-2H-pyran-2-yl)-1H-indazole-5-carboxylic acid methyl ester